6-[(1R)-1-aminoethyl]-2-chloro-N-[(furan-2-yl)methyl]-7-methylthieno[3,2-d]pyrimidin-4-amine hydrochloride Cl.N[C@H](C)C1=C(C=2N=C(N=C(C2S1)NCC=1OC=CC1)Cl)C